C1(CCC1)NC(O[C@H]1C[C@H](CC1)C=1NN=C(C1)N)=O (1R,3S)-3-(5-amino-2H-pyrazol-3-yl)cyclopentyl N-cyclobutylcarbamate